ICC[C@H](C)NC(OC(C)(C)C)=O tert-butyl N-[(1S)-3-iodo-1-methyl-propyl]carbamate